ClC1=C(C=2N=C(N=C(C2C=N1)N1CC2(CC(C2)O)CCC1)OC[C@H]1N(CCC1)C)F (S)-6-(7-chloro-8-fluoro-2-((1-methylpyrrolidin-2-yl)methoxy)pyrido[4,3-d]pyrimidin-4-yl)-6-azaspiro[3.5]nonan-2-ol